COO monohydroxy methyl ether